(1R,2S)-2-aminocyclohexane-1-ol hydrochloride Cl.N[C@@H]1[C@@H](CCCC1)O